1-(5,5-dimethyl-1-cyclohexen-1-yl)-4-penten CC1(CCC=C(C1)CCCC=C)C